N-(5-(4,4-difluoropiperidin-1-yl)imidazo[1,2-c]pyrimidin-7-yl)-4-(methylsulfonamido)-2-(6-azaspiro[2.5]octan-6-yl)benzamide FC1(CCN(CC1)C1=NC(=CC=2N1C=CN2)NC(C2=C(C=C(C=C2)NS(=O)(=O)C)N2CCC1(CC1)CC2)=O)F